2,7-dibenzylthianthrene C(C1=CC=CC=C1)C1=CC=2SC3=CC=C(C=C3SC2C=C1)CC1=CC=CC=C1